2-(cyclopropylmethyl)-N-[(1S)-1-(dicyclopropylmethyl)-2-[[5-(3,5-dimethyl-1H-pyrazol-4-yl)-6-fluoro-2-pyridyl]amino]-2-oxo-ethyl]pyrazole-3-carboxamide C1(CC1)CN1N=CC=C1C(=O)N[C@H](C(=O)NC1=NC(=C(C=C1)C=1C(=NNC1C)C)F)C(C1CC1)C1CC1